(R)-8-(4-(bis(4-chlorophenyl)methyl)-3-isopropylpiperazin-1-yl)-5-methyl-6-oxo-5,6-dihydro-1,5-naphthyridine-2-carbonitrile ClC1=CC=C(C=C1)C(N1[C@@H](CN(CC1)C1=CC(N(C=2C=CC(=NC12)C#N)C)=O)C(C)C)C1=CC=C(C=C1)Cl